1-(3-Chloro-4-{[(2R)-2,7-dimethyl-1,2,3,4-tetrahydropyrido[1,2-a]benzimidazol-2-yl]carbamoyl}phenyl)-1H-benzimidazol ClC=1C=C(C=CC1C(N[C@@]1(CCC2=NC3=C(N2C1)C=CC(=C3)C)C)=O)N3C=NC1=C3C=CC=C1